dichloromethylene bisphosphonate P(OC(Cl)(Cl)OP([O-])=O)([O-])=O